5-((3-(2,2,2-trifluoroethoxy)pyridin-2-yl)oxy)pyrazolo[1,5-a]pyridine-2-carboxamide FC(COC=1C(=NC=CC1)OC1=CC=2N(C=C1)N=C(C2)C(=O)N)(F)F